(E)-3-(2,6-dichloro-3,5-dimethoxyphenyl)-1-(1-(4-(dimethyl-amino)-but-2-enoyl)piperidin-4-yl)-7-(phenylamino)-3,4-dihydropyrimido[4,5-d]pyrimidin-2(1H)-one ClC1=C(C(=C(C=C1OC)OC)Cl)N1C(N(C2=NC(=NC=C2C1)NC1=CC=CC=C1)C1CCN(CC1)C(\C=C\CN(C)C)=O)=O